4'-ethoxybenzylidene-4-butylaniline CCCCC1=CC=C(C=C1)N=CC2=CC=C(C=C2)OCC